10-methoxy-1,2,4,5,6,7-hexahydro-3,6-methanoazocino[5,4-b]indole COC1=CC=2C3=C(NC2C=C1)C1CCN(CC3)C1